tert-butyl N-[3,5-dichloro-2-[rac-(2S,3S)-3-(tert-butoxycarbonylamino)tetrahydropyran-2-yl]thieno[3,2-b]pyridin-7-yl]-N-[(2-fluorophenyl)methyl]carbamate ClC1=C(SC=2C1=NC(=CC2N(C(OC(C)(C)C)=O)CC2=C(C=CC=C2)F)Cl)[C@H]2OCCC[C@@H]2NC(=O)OC(C)(C)C |r|